C(C1=CC=CC=C1)N1CC2N(C(C1)C)C(CNC2=O)=O 2-benzyl-4-methylhexahydro-2H-pyrazino[1,2-a]pyrazine-6,9-dione